BrC=1C(=NC(=NC1)CC1=NC2=C(N1C[C@H]1OCC1)C=C(C=C2)C(=O)OC)OC Methyl (S)-2-((5-bromo-4-methoxypyrimidin-2-yl)methyl)-1-(oxetan-2-ylmethyl)-1H-benzo[d]imidazole-6-carboxylate